tert-butyl (5R)-2-(1-benzyloxycarbonyl azetidin-3-yl)-5-methyl-5,7-dihydro-4H-pyrazolo[3,4-C]pyridine-6-carboxylate C(C1=CC=CC=C1)OC(=O)N1CC(C1)N1N=C2CN([C@@H](CC2=C1)C)C(=O)OC(C)(C)C